4-bromo-N'-butylbenzoyl-hydrazine BrC1=CC=C(C(=O)NNCCCC)C=C1